3-(5-((2-(3-isopropoxyazetidin-1-yl)cyclohexyl)oxy)-1-oxoisoindolin-2-yl)piperidine-2,6-dione C(C)(C)OC1CN(C1)C1C(CCCC1)OC=1C=C2CN(C(C2=CC1)=O)C1C(NC(CC1)=O)=O